7-methoxy-4-(5-methyl-1H-indazol-4-yl)-2-(2-(2-propenoyl)-2,6-diazaspiro[3.4]octan-6-yl)-3-quinolinecarbonitrile COC1=CC=C2C(=C(C(=NC2=C1)N1CC2(CN(C2)C(C=C)=O)CC1)C#N)C1=C2C=NNC2=CC=C1C